C(C)(C)(C)C=1C=C(C=C(C1O)C(C)(C)C)CCC(=O)Cl 3,5-bis(tertiary butyl)-4-hydroxy-phenylpropionyl chloride